(S)-N-(7-chloro-6-(1-((3S,4S)-4-hydroxy-3-methyltetrahydrofuran-3-yl)piperidin-4-yl)isoquinolin-3-yl)tetrahydro-2H-pyran-2-carboxamide ClC1=C(C=C2C=C(N=CC2=C1)NC(=O)[C@H]1OCCCC1)C1CCN(CC1)[C@]1(COC[C@H]1O)C